[(2R,3R,4S,5S,6R)-3,4,5-Triacetyloxy-6-[4-[(E)-3-phenylprop-2-enoyl]phenoxy]oxan-2-yl]methyl acetate C(C)(=O)OC[C@H]1O[C@@H]([C@H]([C@H]([C@@H]1OC(C)=O)OC(C)=O)OC(C)=O)OC1=CC=C(C=C1)C(\C=C\C1=CC=CC=C1)=O